5-HYDROXY-2-(METHYLAMINO)BENZALDEHYDE OC=1C=CC(=C(C=O)C1)NC